N,N',N''-trimethyl-1,4,7-triazacyclononane CN1CCN(CCN(CC1)C)C